C(CC)(=O)OC1=CC=C(C2=CC=CC=C12)OC(CC)=O 1,4-bis(propionyloxy)naphthalene